O1C(=CC2=NC=CC=C21)C(=O)N furo[3,2-B]pyridine-2-carboxamide